BrC1=C2CCN([C@@H](C2=C(C=C1)OCC1=NN(C=N1)C)CN1C(C2=CC=CC=C2C1)=O)C(=O)C1CCCCC1 (1S,2R)-2-((S)-5-Bromo-8-((1-methyl-1H-1,2,4-triazol-3-yl)methoxy)-1-((1-oxoisoindolin-2-yl)methyl)-1,2,3,4-tetrahydroisochinolin-2-carbonyl)cyclohexan